ClC1=C(C=CC=C1)[C@H](CN1N=CN=N1)O (R)-1-(2-chlorophenyl)-2-(2H-tetrazole-2-yl)ethanol